FC1=C(C(=CC(=C1)CNC1=NC(=CC(=C1)C)OC)O)N1CC(NS1(=O)=O)=O 5-[2-fluoro-6-hydroxy-4-[[(6-methoxy-4-methyl-2-pyridinyl)amino]methyl]phenyl]-1,1-dioxo-1,2,5-thiadiazolidin-3-one